2-(2H-benzotriazol-2-yl)-6-decyl-4-hexylphenol N=1N(N=C2C1C=CC=C2)C2=C(C(=CC(=C2)CCCCCC)CCCCCCCCCC)O